6-(4-((1-benzylpiperidin-4-yl)methyl)benzyl)-2-oxobenzo[cd]indol C(C1=CC=CC=C1)N1CCC(CC1)CC1=CC=C(CC=2C=3C4=C(C(NC4=CC2)=O)C=CC3)C=C1